tributylphosphine dithioformate C(=S)S.C(CCC)P(CCCC)CCCC